C(=CCCCCCCCCCC(C)C)C1C(=O)OC(C1)=O isotetradecenylsuccinic anhydride